O.[Na+].[Na+].[Na+].N(CC(=O)[O-])(CC(=O)[O-])CC(=O)[O-] nitrilotriacetic acid trisodium salt monohydrate